(E)-3-(4-fluorostyryl)-5,5-dimethylcyclohex-2-en-1-one FC1=CC=C(/C=C/C2=CC(CC(C2)(C)C)=O)C=C1